2-(1-(8-fluoro-6-quinolinyl)ethyl)isoindole-1,3-dione FC=1C=C(C=C2C=CC=NC12)C(C)N1C(C2=CC=CC=C2C1=O)=O